2-(6-methoxynaphthalen-2-yl)propanoic acid COC=1C=C2C=CC(=CC2=CC1)C(C(=O)O)C